di-tert-butylbutane C(C)(C)(C)C(C(C)C(C)(C)C)C